tertbutyl N-(1,4-oxazepan-6-yl)carbamate O1CCNCC(C1)NC(OC(C)(C)C)=O